C(C)(C)(C)OC(=O)N1CC2(C1)C(C(CC(C2)=O)=O)C(=O)OCC O5-ethyl-6,8-dioxo-2-azaspiro[3.5]nonane-2,5-dicarboxylic acid O2-tert-butyl ester